NC=1SC2=C(C1C#N)[C@@](CCC2)(C)C2=NC(=NO2)C2=NC(=NC=C2)N2[C@H](CN(CCC2)CC(=O)O)C [(3S)-4-(4-{5-[(4S)-2-amino-3-cyano-4-methyl-6,7-dihydro-5H-1-benzothiophen-4-yl]-1,2,4-oxadiazol-3-yl}pyrimidin-2-yl)-3-methyl-1,4-diazepan-1-yl]acetic acid